5,6-dihydro-1,2,4-oxathiazine-2,2-dioxide O1S(C=NCC1)(=O)=O